3-(((7-(1H-Pyrazol-4-yl)-2,3-dihydrofuro[3,2-c]pyridin-4-yl)amino)methyl)-N-(2-methoxyethyl)benzamid N1N=CC(=C1)C=1C2=C(C(=NC1)NCC=1C=C(C(=O)NCCOC)C=CC1)CCO2